COC1=CC=C(C=C1)CNC(=O)NC1=CC=C(C=C1)CC(=O)N1CC2(CN(C2)C)CC1 N-[(4-methoxyphenyl)methyl]({4-[2-(2-methyl-2,6-diazaspiro[3.4]oct-6-yl)-2-oxoethyl]phenyl}amino)carboxamide